1,4,7-triazacyclononane-1,4,7-triacetate N1(CCN(CCN(CC1)CC(=O)[O-])CC(=O)[O-])CC(=O)[O-]